2-(((1R)-1-(2-cyano-3-(3,3-difluoro-4-methylpiperidin-1-yl)-7-methylquinoxalin-5-yl)ethyl)amino)benzoic acid C(#N)C1=NC2=CC(=CC(=C2N=C1N1CC(C(CC1)C)(F)F)[C@@H](C)NC1=C(C(=O)O)C=CC=C1)C